5-{[(5-Chlorothiophen-2-yl)methyl]amino}-1-(3-hydroxy-2,2-dimethylpropanoyl)-3-[2-methyl-1-(pyrrolidin-1-carbonyl)piperidin-3-yl]-1H-pyrazol-4-carbonitril ClC1=CC=C(S1)CNC1=C(C(=NN1C(C(CO)(C)C)=O)C1C(N(CCC1)C(=O)N1CCCC1)C)C#N